5-(4-methylbenzyl)-2-thioxoimidazolidin-4-one CC1=CC=C(CC2C(NC(N2)=S)=O)C=C1